8-cyclopropyl-7-(4-((2,3-dihydrobenzo[b][1,4]dioxin-6-yl)oxy)piperidin-1-yl)-9-methyl-4H-pyrimido[1,2-b]pyridazin-4-one C1(CC1)C1=C(C=2N(N=C1N1CCC(CC1)OC1=CC3=C(OCCO3)C=C1)C(C=CN2)=O)C